2-((1r,4r)-4-(2-(4-(6-(2,6-Dioxopiperidin-3-yl)pyridin-3-yl)piperazin-1-yl)ethyl)cyclohexyl)-N-(imidazo[1,2-b]pyridazin-3-yl)-6-methoxy-2H-indazole-5-carboxamide O=C1NC(CCC1C1=CC=C(C=N1)N1CCN(CC1)CCC1CCC(CC1)N1N=C2C=C(C(=CC2=C1)C(=O)NC1=CN=C2N1N=CC=C2)OC)=O